OCCOCCOCC 1-hydroxy-3,6-dioxaoctane